BrC=1C=CC=2N(C1)C=CN2 6-bromo-imidazo[1,2-a]pyridine